BrC=1C=C2OC=3C=CC(=CC3N3C2=C(C1)OC1=C3C=C(C=C1)C(C)(C)C)C(C)(C)C 7-bromo-2,12-di-tert-butylbenzo[5,6][1,4]oxazino[2,3,4-kl]phenoxazine